NCCCN1C=NC=C1 N-(3-Aminopropyl)imidazole